5-(5-(4-((3-hydroxypiperidin-1-yl)methyl)phenyl)-1H-pyrrolo[2,3-b]pyridin-3-yl)-2-methoxybenzonitrile OC1CN(CCC1)CC1=CC=C(C=C1)C=1C=C2C(=NC1)NC=C2C=2C=CC(=C(C#N)C2)OC